2,2-dimethyltetrahydropyran-4-amine CC1(OCCC(C1)N)C